C12CNCC(CC1)N2C=2N=C(C1=C(N2)CCN(C1)C)NC=1C=C2C=NNC2=CC1 2-(3,8-diazabicyclo[3.2.1]octan-8-yl)-N-(1H-indazol-5-yl)-6-methyl-5,6,7,8-tetrahydropyrido[4,3-d]pyrimidin-4-amine